CC=1C=C(C=CC1O)C(C1=CC(=C(C=C1)O)C)C1=CC(=C(C=C1)O)C 1,1,1-tris(3-methyl-4-hydroxyphenyl)-methane